(hydroxymethyl)isoxazole-3-carboxylic acid OCC=1C(=NOC1)C(=O)O